alpha-(3-bromo-benzyl)-proline BrC=1C=C(C[C@@]2(NCCC2)C(=O)O)C=CC1